[Cl-].S(=O)(=O)=C1CC=C(C=C1)C1=C2NC(=C1)C=C1C=CC(=N1)C=C1C=CC(N1)=CC=1C=CC(N1)=C2 (4-sulfonylphenyl)porphyrin chloride